hexyl-triethyl-ammonium phosphate P(=O)([O-])([O-])[O-].C(CCCCC)[N+](CC)(CC)CC.C(CCCCC)[N+](CC)(CC)CC.C(CCCCC)[N+](CC)(CC)CC